C(CCCC)OC(CCC(=O)OCCCCCCCC(CCCCCCCOC(CCC(OCCCCC)OCCCCC)=O)NCC1CCN(CC1)C)OCCCCC 8-(((1-methylpiperidin-4-yl)methyl)amino)pentadecane-1,15-diyl bis(4,4-bis(pentyloxy)butanoate)